4-(2-((3-(difluoro-methyl)-1-methyl-1H-pyrazol-4-yl)sulfonyl)propan-2-yl)-N-(pyridin-3-yl)piperidine-1-carboxamide FC(C1=NN(C=C1S(=O)(=O)C(C)(C)C1CCN(CC1)C(=O)NC=1C=NC=CC1)C)F